ClC=1N=C(C2=C(N1)C(=C(N=C2)Cl)F)N2C[C@@](CCC2)(O)C (3R)-1-(2,7-dichloro-8-fluoro-pyrido[4,3-d]pyrimidin-4-yl)-3-methyl-piperidin-3-ol